Cl.NC/C(/CN1N=CN(C1=O)CC=1SC(=CC1)C1=CC(=C(C(=C1)OC)OC)OC)=C\F 2-[(2E)-2-(aminomethyl)-3-fluoroprop-2-en-1-yl]-4-{[5-(3,4,5-trimethoxyphenyl)thiophen-2-yl]methyl}-2,4-dihydro-3H-1,2,4-triazol-3-one hydrochloride